C12CN(CC(CC1)O2)C=2C(=C(CN1CCCC13CCN(CC3)C(=O)OC(C(F)(F)F)C(F)(F)F)C=CC2)C 1,1,1,3,3,3-hexafluoropropan-2-yl 1-(3-(8-oxa-3-azabicyclo[3.2.1]octan-3-yl)-2-methylbenzyl)-1,8-diazaspiro[4.5]decane-8-carboxylate